2-[3-[3-(4-chlorophenyl)-4-phenyl-4,5-dihydropyrazol-1-yl]-1-[(4-chlorophenyl)methyl]-5-oxo-1,2,4-triazol-4-yl]propanoic acid ClC1=CC=C(C=C1)C1=NN(CC1C1=CC=CC=C1)C1=NN(C(N1C(C(=O)O)C)=O)CC1=CC=C(C=C1)Cl